5-chloro-2-[(2-chloropyrimidin-5-yl)methoxy]-4-[(1S)-4-(2-fluorophenyl)indan-1-yl]Oxy-benzaldehyde ClC=1C(=CC(=C(C=O)C1)OCC=1C=NC(=NC1)Cl)O[C@H]1CCC2=C(C=CC=C12)C1=C(C=CC=C1)F